2,4-dimethoxy-6-[(4-fluorobenzyl)oxy]benzoic acid COC1=C(C(=O)O)C(=CC(=C1)OC)OCC1=CC=C(C=C1)F